4-bromo-N-((1R,2R)-2-hydroxycyclohexyl)-3-methylbenzenesulfonamide BrC1=C(C=C(C=C1)S(=O)(=O)N[C@H]1[C@@H](CCCC1)O)C